N1(N=NC=C1)C1=C(C=CC=C1)O (1H-1,2,3-triazol-1-yl)phenol